FC=1C(=NC(=NC1)C1=CN(C2=NC=C(C(=C21)C)F)S(=O)(=O)C2=CC=C(C)C=C2)NC2C(C1CCC2CC1)C(=O)OC (+/-)-trans-methyl 3-((5-fluoro-2-(5-fluoro-4-methyl-1-tosyl-1H-pyrrolo[2,3-b]pyridin-3-yl)pyrimidin-4-yl)amino)bicyclo[2.2.2]octane-2-carboxylate